C1=CC=CC=2C3=CC=CC=C3C(C12)COC(=O)NC(C(=O)O)C ({[(9H-fluoren-9-yl)methoxy]carbonyl}amino)propanoic acid